(2,2'-bipyridyl) nickel dibromide [Ni](Br)Br.N1=C(C=CC=C1)C1=NC=CC=C1